1-(3-chloro-4-methylphenyl)-3-(1-(4-(2,6-dioxopiperidin-3-yl)-3,5-difluorophenyl)azetidin-3-yl)urea ClC=1C=C(C=CC1C)NC(=O)NC1CN(C1)C1=CC(=C(C(=C1)F)C1C(NC(CC1)=O)=O)F